CC1(CC1)S(=O)(=O)NC(=O)C1=C(C=C(C(=O)O)C=C1)N1[C@@H](CCC1)C (R)-4-(((1-methylcyclopropyl)sulfonyl)carbamoyl)-3-(2-methylpyrrolidin-1-yl)benzoic acid